ClC1=CC=C(C=C1)C1CCN(CC1)C1=C(C(N(C2=CC=CC=C12)C)=O)C#N 4-[4-(4-Chlorophenyl)piperidin-1-yl]-1-methyl-2-oxo-1,2-dihydro-quinoline-3-carbonitrile